2-(2-(ethylthio)-7-(3-(trifluoromethyl)phenyl)pyrazolo[1,5-a]pyrimidin-3-yl)-3-methyl-6-(trifluoromethyl)-3H-imidazo[4,5-b]pyridine C(C)SC1=NN2C(N=CC=C2C2=CC(=CC=C2)C(F)(F)F)=C1C1=NC=2C(=NC=C(C2)C(F)(F)F)N1C